4-bromo-3-[(4-methoxyphenyl)methoxy]pyridine BrC1=C(C=NC=C1)OCC1=CC=C(C=C1)OC